FC1(CC12CN(C(C2)C(=O)N)C(=O)C=2NC1=CC=CC(=C1C2)OC)F 1,1-difluoro-5-(4-methoxy-1H-indole-2-carbonyl)-5-azaspiro[2.4]Heptane-6-carboxamide